C(C(=O)O)(=O)O.N1=CC=CC(=C1)C1N(C)CCC1 nicotine-oxalate salt